4-[4-(4-cyanophenyl)piperidin-1-yl]-1-methyl-2-oxo-1,2-dihydroquinoline-3-carbonitrile C(#N)C1=CC=C(C=C1)C1CCN(CC1)C1=C(C(N(C2=CC=CC=C12)C)=O)C#N